C(#N)C1(CC1)CNC(=O)C1=C(OC2=C1C=C(C=C2)OCC2=C(N=CS2)C)C N-((1-cyanocyclopropyl)methyl)-2-methyl-5-((4-methylthiazol-5-yl)methoxy)benzofuran-3-carboxamide